C1(=CC=CC=C1)C=1OC2=C(N1)C=CC(=C2)NC(=O)NC2=CC=C(C=C2)C 1-(2-phenylbenzo[d]oxazol-6-yl)-3-(p-tolyl)urea